CC1(CC=C(CC1)B1OC(C(O1)(C)C)(C)C)C 2-(4,4-dimethylcyclohexen-1-yl)-4,4,5,5-tetramethyl-1,3,2-dioxaborolane